C1(CCCCCC1)NC(COC1=CC=C2C=CC(=CC2=C1)C(CC(=O)OC)C=1C(=CC2=C(C=CO2)C1)C)=O Methyl 3-(7-(2-(cycloheptylamino)-2-oxoethoxy) naphthalen-2-yl)-3-(6-methylbenzofuran-5-yl)propanoate